(3-Amino-1-methyl-cyclobutyl)methanol hydrochloride Cl.NC1CC(C1)(C)CO